tert-butyl 6-nitro-2',3'-dihydro-1'H,2H-spiro[benzofuran-3,4'-pyridine]-1'-carboxylate [N+](=O)([O-])C1=CC2=C(C=C1)C1(CCN(C=C1)C(=O)OC(C)(C)C)CO2